methyl 3',6'-di(3-oxa-6-azabicyclo[3.1.1]heptan-6-yl)-3-oxo-3H-spiro[isobenzofuran-1,9'-xanthene]-6-carboxylate C12COCC(N1C=1C=CC=3C4(C5=CC=C(C=C5OC3C1)N1C3COCC1C3)OC(C3=CC=C(C=C34)C(=O)OC)=O)C2